ClC1=CC2=C(C(=N1)C(=O)OC)COC2(C)CC methyl 6-chloro-1-ethyl-1-methyl-3H-furo[3,4-c]pyridine-4-carboxylate